CC1=NN(C(=C1CC(=O)O)C)C1=CC=C(C=C1)C1=NOC(=N1)C(F)(F)F 2-(3,5-dimethyl-1-(4-(5-(trifluoromethyl)-1,2,4-oxadiazole-3-yl)phenyl)-1H-pyrazol-4-yl)acetic acid